2-({4-[2-(4-Chloro-2-fluorophenyl)-2-methyl-1,3-benzodioxol-4-yl]piperidin-1-yl}methyl)-1-(1,3-oxazol-4-ylmethyl)-1H-benzimidazol ClC1=CC(=C(C=C1)C1(OC2=C(O1)C=CC=C2C2CCN(CC2)CC2=NC1=C(N2CC=2N=COC2)C=CC=C1)C)F